CN(C(\C=C\C(=O)O)=O)C1=CC=CC=C1 N-methyl-N-phenyl-fumaric acid amide